FC1(CCC2=C1N=C(N=C2C2=CC(=C(C=C2)C2(COC2)N)F)N2[C@H](CC2)C(F)(F)F)F 3-[4-[7,7-difluoro-2-[(2R)-2-(trifluoromethyl)azetidin-1-yl]-5,6-dihydrocyclopenta[d]pyrimidin-4-yl]-2-fluoro-phenyl]oxetan-3-amine